4-[[2-(5-chloro-2-hydroxy-phenyl)acetyl]amino]-N-(4-methyltetrahydropyran-4-yl)pyridine-2-carboxamide ClC=1C=CC(=C(C1)CC(=O)NC1=CC(=NC=C1)C(=O)NC1(CCOCC1)C)O